[O-]S(=O)(=O)C(F)(F)F.FC(C=1C=C(C=CC1)[S+](C=1SC=CC1)C1=CC(=CC=C1)C(F)(F)F)(F)F bis(3-trifluoromethylphenyl)-2-thienylsulfonium triflate